The molecule is an amino acid zwitterion resulting from the transfer of a proton from the carboxy to the amino group of O-ureido-D-serine. It is a tautomer of an O-ureido-D-serine. C([C@H](C(=O)[O-])[NH3+])ONC(=O)N